3-((s)-6-fluoro-5H-imidazo[5,1-a]isoindol-5-yl)tetrahydro-2H-pyran-4-ol FC1=C2[C@@H](N3C(C2=CC=C1)=CN=C3)C3COCCC3O